C(#N)C=1C(=NC(=NC1)NC1=CC(=C(C=C1OC)N1C[C@@H](CC1)N(C)C)N)C=1C=NN2C1C=CC=C2 N-{5-cyano-4-pyrazolo[1,5-a]pyridin-3-ylpyrimidin-2-yl}-4-[(3R)-3-dimethylaminopyrrolidin-1-yl]-6-methoxybenzene-1,3-diamine